C(C)OC(=O)C=1NC2=CC=CC=C2C1C1=C(C=CC=C1)C=O ethyl-3-(2-formylphenyl)-1H-indole-2-carboxylate